ClC=1C(=NC=CC1C1=C(C(=CC=C1)NC1=NC=CC(=C1F)CN(C)CCO)Cl)C1=CC(=C(CN(C(OCCCC)=O)C[C@H]2NC(CC2)=O)C=C1)OC butyl (S)-(4-(3-chloro-4-(2-chloro-3-((3-fluoro-4-(((2-hydroxyethyl)(methyl)amino)methyl)pyridin-2-yl)amino)phenyl)pyridin-2-yl)-2-methoxybenzyl)((5-oxopyrrolidin-2-yl)methyl)carbamate